(1-phenylcyclobutyl)methyl methanesulfonate CS(=O)(=O)OCC1(CCC1)C1=CC=CC=C1